methyl (S)-(5-(5-(3-ethylpiperidine-1-carbonyl)-1H-pyrrolo[2,3-b]pyridin-1-yl) pyridin-3-yl)carbamate C(C)[C@@H]1CN(CCC1)C(=O)C=1C=C2C(=NC1)N(C=C2)C=2C=C(C=NC2)NC(OC)=O